FC=1C=C(C=CC1)C 3-Fluorotoluol